FC1=C(C(=C(C(=C1[B-](C1=C(C(=C(C(=C1F)F)F)F)F)(C1=C(C(=C(C(=C1F)F)F)F)F)C1=C(C(=C(C(=C1F)F)F)F)F)F)F)F)F.CC1=C(C=CC=C1)[S+](C1=CC=C(C=C1)C1=CC=CC=C1)C1=CC=C(C=C1)SC1=CC=C(C=C1)C1=CC=CC=C1 (2-methyl)phenyl[4-(4-biphenylylthio)phenyl]4-biphenylylsulfonium tetrakis(pentafluorophenyl)borate